4-((4,4-difluorocyclohexyl)methoxy)-3-fluorobenzoic acid FC1(CCC(CC1)COC1=C(C=C(C(=O)O)C=C1)F)F